methyl (2S)-2-((3R)-3-(4-(1-(1-cyclopropyl-2-methoxy-2-oxoethyl)-1H-1,2,3-triazol-4-yl)butanamido)-2-oxopyrrolidin-1-yl)-4-methylpentanoate C1(CC1)C(C(=O)OC)N1N=NC(=C1)CCCC(=O)N[C@H]1C(N(CC1)[C@H](C(=O)OC)CC(C)C)=O